CC1(CN(C=2C1=NC(=CC2)N2C=NC(=C2)C)C2=NC(=NC=C2)NC=2C=C(C(=CC2OC)N(C)CCN(C)C)N)C N4-(4-(3,3-dimethyl-5-(4-methyl-1H-imidazol-1-yl)-2,3-dihydro-1H-pyrrolo[3,2-b]pyridin-1-yl)pyrimidin-2-yl)-N1-(2-(dimethylamino)ethyl)-5-methoxy-N1-methylbenzene-1,2,4-Triamine